6-(2-amino-6-fluoro-5-(4-(1-isopropylpiperidin-2-yl)phenyl)pyridin-3-yl)-3,4-dihydroisoquinolin-1(2H)-one NC1=NC(=C(C=C1C=1C=C2CCNC(C2=CC1)=O)C1=CC=C(C=C1)C1N(CCCC1)C(C)C)F